C(C)(C)(CC)O tert-Pentanol